1-carboxyl-tert-butyl-(S)-4-(2-((1-(8,8-difluoro-2-(2-methylazetidin-1-yl)-5,6,7,8-tetrahydroquinazolin-4-yl)azetidin-3-yl)oxy)acetyl)piperazine C(=O)(O)N1[C@H](CN(CC1)C(COC1CN(C1)C1=NC(=NC=2C(CCCC12)(F)F)N1C(CC1)C)=O)C(C)(C)C